(cyclobutylamino)propionitrile C1(CCC1)NC(C#N)C